(S)-2-(1-(5-fluoro-4-methoxypyridin-2-yl)ethyl)-5-(3-methoxyazetidin-1-yl)-7-((2-(methylamino)-1H-imidazol-1-yl)methyl)-3,4-dihydroisoquinolin-1(2H)-one FC=1C(=CC(=NC1)[C@H](C)N1C(C2=CC(=CC(=C2CC1)N1CC(C1)OC)CN1C(=NC=C1)NC)=O)OC